N-Acetylornithine C(C)(=O)N[C@@H](CCCN)C(=O)O